N=1N(N=CC1)C1=CC=C(C=C1)[C@@H](C)N1C2=NC(=NC=C2NC1=O)C1=C(C=CC=C1)C(C)C (R)-9-(1-(4-(2H-1,2,3-triazol-2-yl)phenyl)ethyl)-2-(2-isopropylphenyl)-7,9-dihydro-8H-purin-8-one